FC1(CCN(CC1)C(=O)OC(C)(C)C)C(C)(C)S(=O)(=O)C1=CC(=CC=C1)F tert-Butyl 4-fluoro-4-(2-((3-fluorophenyl)sulfonyl)propan-2-yl)piperidine-1-carboxylate